OC1CN(CC1)C(C(C1=CC=CC=C1)N1C=NC2=C(C1=O)C=NN2)=O 5-(2-(3-hydroxypyrrolidin-1-yl)-2-oxo-1-phenylethyl)-1,5-dihydro-4H-pyrazolo[3,4-d]pyrimidin-4-one